3-amino-5,6,7,8-tetrahydro-2H-chromen-2-one NC=1C(OC=2CCCCC2C1)=O